4-(2-chloro-[1,1'-biphenyl]-4-yl)-1H-1,2,3-triazole-5-carboxylic acid ClC1=C(C=CC(=C1)C=1N=NNC1C(=O)O)C1=CC=CC=C1